4-(pyridin-2-ylmethyl)piperidin-4-ol hydrochloride Cl.N1=C(C=CC=C1)CC1(CCNCC1)O